C(C)C=1N=C2N(C=CC=C2)C1C(=O)C1=CC=C(C=C1)OC (2-ethylimidazo[1,2-a]pyridin-3-yl)(4-methoxyphenyl)methanone